2-(6-((cyclopropylmethyl)amino)-4-(1-((4-methyl-4H-1,2,4-triazol-3-yl)methyl)cyclobutyl)pyridin-2-yl)-6-(hydroxymethyl)-4-(trifluoromethyl)isoindolin-1-one C1(CC1)CNC1=CC(=CC(=N1)N1C(C2=CC(=CC(=C2C1)C(F)(F)F)CO)=O)C1(CCC1)CC1=NN=CN1C